CC1=C(C(=CC(=C1)OCCCCOC1=CC=C(C=C1)C=C)C)[N+]1=CN(CC1)C1=C(C=C(C=C1C)C)C 3-(2,6-dimethyl-4-(4-(4-vinylphenoxy)butoxy)phenyl)-1-mesityl-4,5-dihydro-imidazol-3-ium